dl-2,6-di-t-butylphenyl-carbodiimide C(C)(C)(C)C1=C(C(=CC=C1)C(C)(C)C)N=C=N